The molecule is an ammonium ion obtained by the protonation of the tertiary amino group of the fumigaclavine B; major species pH 7.3. It is an ammonium ion derivative and an organic cation. It is a conjugate acid of a fumigaclavine B. C[C@H]1C[NH+]([C@@H]2CC3=CNC4=CC=CC(=C34)[C@H]2[C@H]1O)C